tert-butyl 4-[6-(1-methyl-1H-pyrazol-4-yl)pyrazolo[1,5-a]pyrimidin-3-yl]piperazine-1-carboxylate CN1N=CC(=C1)C=1C=NC=2N(C1)N=CC2N2CCN(CC2)C(=O)OC(C)(C)C